CN(CCOC=1C=C(C=CC1)[C@@H]1N(C[C@H](CC1)C)C(C(=O)NC=1C2=C(C=NC1)C=NN2C2OCCCC2)=O)C 2-((2R,5S)-2-(3-(2-(dimethylamino)ethoxy)phenyl)-5-methylpiperidin-1-yl)-2-oxo-N-(1-(tetrahydro-2H-pyran-2-yl)-1H-pyrazolo[4,3-c]pyridin-7-yl)acetamide